6-((1-ethyl-1H-pyrazol-3-yl)oxy)-5-fluoropyridin-3-amine C(C)N1N=C(C=C1)OC1=C(C=C(C=N1)N)F